(S)-2-((4-(6-((2-Cyclopropylpyrazolo[1,5-a]pyridin-6-yl)methoxy)pyridin-2-yl)piperidine-1-yl)methyl)-1-((oxetan-2-yl)methyl)-1H-benzo[d]imidazole-6-carboxylic acid methyl ester COC(=O)C=1C=CC2=C(N(C(=N2)CN2CCC(CC2)C2=NC(=CC=C2)OCC=2C=CC=3N(C2)N=C(C3)C3CC3)C[C@H]3OCC3)C1